E-9,11-tetradecadienal C(CCCCCCC\C=C\C=CCC)=O